C(C)NC1=NC=C(C=N1)C=1C(=CN(C(C1)=O)C)C=1C=NN(C1)C1=C(C#N)C(=CC=C1)F 2-[4-[4-[2-(ethylamino)pyrimidin-5-yl]-1-methyl-6-oxo-3-pyridyl]pyrazol-1-yl]-6-fluoro-benzonitrile